C(C)NC(C1=CC=C(C=C1)NC1=NC(=NC2=CC=CC=C12)C1=CC(=CC=C1)OCCCN1CCOCC1)=O N-Ethyl-4-((2-(3-(3-morpholinopropoxy)phenyl)quinazolin-4-yl)amino)benzamide